CC1(CC=CC=C1)C 1,1-dimethyl-1H-benzol